CN(C12CCC(CC1)(C2)N2C(=C(C1=C2N=CN=C1N)C=1C=NC2=CC=CC=C2C1)C#C)C 7-(4-(Dimethylamino)bicyclo[2.2.1]heptan-1-yl)-6-ethynyl-5-(quinolin-3-yl)-7H-pyrrolo[2,3-d]pyrimidine-4-amine